[Na].FC1=CC(=C(C(=C1)C(C)C)NC(=O)NS(=O)(=O)C1=NN(C(=C1)C(=O)N(C)C)C)C1=CC(=NC=C1)OC(C)C 3-(N-((4-Fluoro-2-(2-isopropoxypyridin-4-yl)-6-isopropyl-phenyl)carbamoyl)sulfamoyl)-N,N,1-trimethyl-1H-pyrazole-5-carboxamide, sodium salt